1-hydroxymethyl-8-methylpyrene OCC1=CC=C2C=CC3=CC=C(C4=CC=C1C2=C34)C